3-(5-(2,6-dichlorophenyl)-1,3,4-oxadiazol-2-yl)-5-(1-(piperidin-4-yl)-1H-pyrrol-3-yl)pyridin-2-amine ClC1=C(C(=CC=C1)Cl)C1=NN=C(O1)C=1C(=NC=C(C1)C1=CN(C=C1)C1CCNCC1)N